C(C)(=O)C1=CC(=CC(=C1)C(C)=O)C(C)=O 1,3,5-Triacetylbenzol